COC(C(C1=CC(=CC=C1)O)(F)F)=O 2,2-difluoro-2-(3-hydroxyphenyl)acetic acid methyl ester